cholest-5(4)-ene-3β,25-diol CC(C)(CCC[C@@H](C)[C@H]1CC[C@H]2[C@@H]3CCC4=C[C@H](CC[C@]4(C)[C@H]3CC[C@]12C)O)O